7-bromo-6-chloro-5,8-difluoro-3-((2-(trimethylsilyl)ethoxy)methyl)quinazolin-4(3H)-one BrC1=C(C(=C2C(N(C=NC2=C1F)COCC[Si](C)(C)C)=O)F)Cl